N-{(2S,3R,4S)-4-fluoro-1-(2-hydroxy-2-methylpropanoyl)-2-[(2,2',3'-trifluoro[1,1'-biphenyl]-3-yl)methyl]pyrrolidin-3-yl}methanesulfonamide F[C@@H]1[C@@H]([C@@H](N(C1)C(C(C)(C)O)=O)CC=1C(=C(C=CC1)C1=C(C(=CC=C1)F)F)F)NS(=O)(=O)C